ClC=1C=C(OC2=C(C=C(C=C2)NC(CC2=CC(=CC=C2)OC)=O)S(N)(=O)=O)C=CC1 N-[4-(3-chlorophenoxy)-3-sulfamoylphenyl]-2-(3-methoxyphenyl)acetamide